ClC=1C=C2C(=NC1)S(NC2=O)(C2=CC=CC=C2)=O 5-chloro-1-oxo-1-phenyl-isothiazolo[5,4-b]pyridin-3-one